[2-(6-chloro-2-pyridyl)-2-(1-methylpyrazol-4-yl)propyl]-5-(3,5-difluoro-2-pyridyl)-1,3,4-thiadiazole-2-carboxamide ClC1=CC=CC(=N1)C(CNC(=O)C=1SC(=NN1)C1=NC=C(C=C1F)F)(C)C=1C=NN(C1)C